N-(5-(2-hydroxypropan-2-yl)-4'-((3-(methoxymethyl)-5-(methylsulfonyl)phenyl)amino)-[2,3'-bipyridin]-6'-yl)acetamide OC(C)(C)C=1C=CC(=NC1)C=1C=NC(=CC1NC1=CC(=CC(=C1)S(=O)(=O)C)COC)NC(C)=O